bis(2,2'-bistrifluoromethyl-4-aminophenoxy)biphenyl FC(C1(C(OC2=CC=C(C=C2)C2=CC=C(C=C2)OC2C(C=C(C=C2)N)(C(F)(F)F)C(F)(F)F)C=CC(=C1)N)C(F)(F)F)(F)F